(phenylcarbazolyl)[(terphenylyl)carbazolyl]benzene C1(=CC=CC=C1)C1=C(C=2NC3=CC=CC=C3C2C=C1)C1=C(C=CC=C1)C1=C(C=CC=2C3=CC=CC=C3NC12)C1=C(C=CC=C1)C=1C(=CC=CC1)C1=CC=CC=C1